rel-2-((3R,4R)-4-(((6-(ethyl(2-fluoro-4-(trifluoromethyl)benzyl)amino)-5-fluoropyrimidin-4-yl)amino)methyl)-3-hydroxypiperidin-1-yl)acetamide C(C)N(C1=C(C(=NC=N1)NC[C@@H]1[C@H](CN(CC1)CC(=O)N)O)F)CC1=C(C=C(C=C1)C(F)(F)F)F |o1:11,12|